FC=1C=C(OC2=CC=C3CCN(CC3=C2)C(=O)C2CN(CC2)C(C=C)=O)C=CC1C(F)(F)F 1-(3-(7-(3-fluoro-4-(trifluoromethyl)phenoxy)-1,2,3,4-tetrahydro-isoquinoline-2-carbonyl)pyrrolidin-1-yl)prop-2-en-1-one